tert-Butyl ((6-methyl-2-(((S)-5-oxopentan-2-yl)oxy)pyridin-3-yl)sulfonyl)-L-prolinate CC1=CC=C(C(=N1)O[C@@H](C)CCC=O)S(=O)(=O)N1[C@@H](CCC1)C(=O)OC(C)(C)C